1-nitro-4-(4-(trifluoromethyl)phenethyloxy)benzene [N+](=O)([O-])C1=CC=C(C=C1)OCCC1=CC=C(C=C1)C(F)(F)F